(2S,4R)-1-(L-valyl)-4-hydroxypyrrolidine-2-carboxylic acid benzyl ester hydrochloride Cl.C(C1=CC=CC=C1)OC(=O)[C@H]1N(C[C@@H](C1)O)C([C@@H](N)C(C)C)=O